O=C1CNC(S1)(C)C 5-oxo-2,3-dihydro-2,2-dimethyl-5H-thiazole